OC(C(C)N1C(NC2=C1C=C(C=C2)C(=O)OC)=O)(C)C methyl 3-(3-hydroxy-3-methylbutan-2-yl)-2-oxo-2,3-dihydro-1H-benzo[d]imidazole-5-carboxylate